3-(1-(4-isopropylbenzyl)carbamoylpiperidin-3-ylphenoxy)-2-methylpropanoate C(C)(C)C1=CC=C(CNC(=O)N2CC(CCC2)C2=C(OCC(C(=O)[O-])C)C=CC=C2)C=C1